barium yttrium cesium oxide [O-2].[Cs+].[Y+3].[Ba+2].[O-2].[O-2]